C1(CC1)C1=C(C=C(C(=C1)I)C)NC1=CC=C2C(=N1)C(N(C2)[C@@H]2CC[C@H](CC2)C(=O)OC(C)(C)C)=O tert-butyl (trans)-4-(2-((2-cyclopropyl-4-iodo-5-methylphenyl)amino)-7-oxo-5,7-dihydro-6H-pyrrolo[3,4-b]pyridin-6-yl)cyclohexane-1-carboxylate